N-(2-methoxyethoxy)-1-methyl-2-((6-(trifluoromethyl)benzo[d]oxazol-2-yl)amino)-1H-benzo[d]imidazole-5-carboxamide COCCONC(=O)C1=CC2=C(N(C(=N2)NC=2OC3=C(N2)C=CC(=C3)C(F)(F)F)C)C=C1